O[C@@H]1[C@H](O)[C@H](O)[C@@H](O1)[C@@H](O)CO β-L-mannofuranose